propionic acid 8,8-dimethyl-3a,4,5,6,7,7a-hexahydro-1H-4,7-methanoinden-6-yl ester CC1(C2C3C=CCC3C1C(C2)OC(CC)=O)C